O=C1N(CCC(N1)=O)C1=CC=C(CN2CCN(CC2)C2=CC3=C(N(C(=N3)NC(C3=CC(=CC=C3)C(F)(F)F)=O)C3CCC(CC3)CO)C=C2)C=C1 N-(5-(4-(4-(2,4-dioxotetrahydropyrimidin-1(2H)-yl)benzyl)piperazin-1-yl)-1-((1s,4s)-4-(hydroxymethyl)cyclohexyl)-1H-benzo[d]imidazol-2-yl)-3-(trifluoromethyl)benzamide